(R)-5-isopropyl-5-{4-[4-(5-methylpyridin-2-yloxy)piperidine-1-carbonyl]phenyl}imidazolidine-2,4-dione C(C)(C)[C@]1(C(NC(N1)=O)=O)C1=CC=C(C=C1)C(=O)N1CCC(CC1)OC1=NC=C(C=C1)C